7-(4-chlorobenzyl)-8-(1-hydroxy-4-methoxycyclohexyl)-1-(3-hydroxypropyl)-3-methyl-3,7-dihydro-1H-purine-2,6-dione ClC1=CC=C(CN2C(=NC=3N(C(N(C(C23)=O)CCCO)=O)C)C2(CCC(CC2)OC)O)C=C1